N(N=C1SC2=C(N1CC)C=CC(=C2)S(=O)(=O)O)=C2SC1=C(N2CC)C=CC(=C1)S(=O)(=O)O 2,2'-azinobis[3-ethylbenzothiazoline-6-sulfonic acid]